(S)-5-((1H-pyrazol-1-yl)methyl)-N-(2,6-dimethoxy-3-methylphenylsulfonimidoyl)-6-methoxypicolinamide N1(N=CC=C1)CC=1C=CC(=NC1OC)C(=O)N[S@@](=O)(=N)C1=C(C(=CC=C1OC)C)OC